S(N)(=O)(=O)C(C(=O)OCC)C 2-Ethyl sulfamoylpropionate